FC1=CC(=C(C=C1)[C@@H]1[C@H](O[C@]([C@@H]1C)(C(F)(F)F)C)C(=O)NC1=CC(=NC=C1)C(=O)N)OC 4-((2S,3R,4R,5R)-3-(4-fluoro-2-methoxyphenyl)-4,5-dimethyl-5-(trifluoromethyl)tetrahydrofuran-2-carboxamido)picolinamide